N-(3,3-difluoropiperidin-4-yl)-2-methyl-5-((1-methyl-1H-pyrazol-5-yl)methoxy)benzofuran-3-carboxamide FC1(CNCCC1NC(=O)C1=C(OC2=C1C=C(C=C2)OCC2=CC=NN2C)C)F